C(C)(C)(C)C=1C=C2CC[C@H](C2=CC1)NC(=O)NC1=C2C=NNC2=CC=C1 N-[5-tert-butyl-2,3-dihydro-1H-inden-1(R)-yl]-N'-(1H-indazol-4-yl)urea